1-[3-(diethylisopropoxysilyl)phenyl]-1-phenylethene C(C)[Si](C=1C=C(C=CC1)C(=C)C1=CC=CC=C1)(OC(C)C)CC